NC1=C(C=C(C(=C1)F)F)C(C)(C)O 2-(2-Amino-4,5-difluorophenyl)propan-2-ol